4-bromo-3-fluoro-2-methyl-2H-indazole BrC=1C2=C(N(N=C2C=CC1)C)F